C(C)(C)(C)OC(=O)N1CC(CC1)C=1C=CC(=NC1OC)C(=O)OC Methyl 5-(1-(tert-butoxycarbonyl) pyrrolidin-3-yl)-6-methoxypicolinate